1-(((S)-oxetan-2-yl)methyl)-1H-benzo[d]imidazole O1[C@@H](CC1)CN1C=NC2=C1C=CC=C2